N-(2-chloro-4-fluoro-3-iodophenyl)-1-cyclopropyl-N-((2-(trimethyl-silyl)ethoxy)methyl)methanesulfonamide diethyl-2-methyl-3-oxosuccinate C(C)OC(C(C(C(=O)OCC)=O)C)=O.ClC1=C(C=CC(=C1I)F)N(S(=O)(=O)CC1CC1)COCC[Si](C)(C)C